2-(4-(carboxyoxy)phenyl)acetic acid C(=O)(O)OC1=CC=C(C=C1)CC(=O)O